5,5-difluoro-3-(trifluoromethyl)-6,6a,7,8,9,10-hexahydro-5H-pyrido[1,2-a][1,8]naphthyridin FC1(CC2N(C=3N=CC(=CC13)C(F)(F)F)CCCC2)F